2-acrylamido-N-(5-(3,5-dimethoxyphenethyl)-1H-pyrazol-3-yl)-4-(2-morpholinoethoxy)benzamide C(C=C)(=O)NC1=C(C(=O)NC2=NNC(=C2)CCC2=CC(=CC(=C2)OC)OC)C=CC(=C1)OCCN1CCOCC1